ClC=1C=C2C3=C(NC2=C(C1)C=1C=NC(=CC1)N1CCN(CC1)C)C(=NC=C3)C 6-Chloro-1-methyl-8-[6-(4-methyl-piperazin-1-yl)-pyridin-3-yl]-9H-pyrido[3,4-b]indole